FC=1C=C(NC=2OC[C@@](CN2)(C)CO)C=C(C1OC1=C2C(=NC=C1)NC=C2C2(COC2)OC)F |r| (+/-)-[2-(3,5-difluoro-4-{[3-(3-methoxyoxetan-3-yl)-1H-pyrrolo[2,3-b]pyridin-4-yl]oxy}anilino)-5-methyl-5,6-dihydro-4H-1,3-oxazin-5-yl]methanol